CC(C[C@@H](C(=O)NCC(=O)OC(C)(C)C)NC(NC1=CC=C(C=C1)S(=O)C)=O)C tert-butyl {[(2S)-4-methyl-2-({[4-(methylsulfinyl)phenyl]carbamoyl}amino)pentanoyl]amino}acetate